(±)-3-(1-(2-Amino-6-methylpyrimidin-4-yl)azepan-2-yl)-4-methoxy-N,N-dimethylbenzamide NC1=NC(=CC(=N1)N1[C@H](CCCCC1)C=1C=C(C(=O)N(C)C)C=CC1OC)C |r|